C(C)C=1C(=CC=C2C=C(C=C(C12)C1=C(C=2N=C(N=C(C2C=N1)OCC(F)(F)F)OC[C@]12CCCN2C[C@@H](C1)F)F)O[Si](C(C)C)(C(C)C)C(C)C)F 7-(8-ethyl-7-fluoro-3-((triisopropylsilyl)oxy)naphthalen-1-yl)-8-fluoro-2-(((2R,7aS)-2-fluorohexahydro-1H-pyrrolizin-7a-yl)methoxy)-4-(2,2,2-trifluoroethoxy)pyrido[4,3-d]pyrimidine